CN1C[C@H](CC1)OC([C@@H](C1=CC=CC=C1)O)=O (R)-(S)-2-hydroxy-2-phenylacetic acid-1-methylpyrrolidin-3-yl ester